NC1=CC(=C(C=N1)C(=O)NC1=C(C=C(C(=C1)F)OC1=CC=NC2=CC(=C(C=C12)OC)OCCCN1CCOCC1)F)OC 6-Amino-N-[2,5-Difluoro-4-({6-Methoxy-7-[3-(Morpholin-4-yl)Propoxy]Quinolin-4-yl}Oxy)Phenyl]-4-Methoxypyridine-3-Carboxamide